4-(5-(2-(2-aminopyridin-3-yl)-5-phenyl-3H-imidazo[4,5-b]pyridin-3-yl)picolinamido)-3-fluorobenzoic acid NC1=NC=CC=C1C1=NC=2C(=NC(=CC2)C2=CC=CC=C2)N1C=1C=CC(=NC1)C(=O)NC1=C(C=C(C(=O)O)C=C1)F